4-(((4-Bromophenyl)thio)methyl)pyridine BrC1=CC=C(C=C1)SCC1=CC=NC=C1